[5-(4-cyanophenyl)-[1,2,4]triazolo[1,5-a]pyridin-7-yl]carboxamide C(#N)C1=CC=C(C=C1)C1=CC(=CC=2N1N=CN2)C(=O)N